[B].[Fe].[Y].[Ce].[La] lanthanum-cerium-yttrium-iron-boron